C(C)(=O)N1N=C(CC1C=1C=C2C=NN(C2=CC1)CCC)C=1C(NC2=CC=C(C=C2C1C1=CC=CC=C1)Cl)=O 3-[2-acetyl-3-(1-propylindazol-5-yl)-3,4-dihydropyrazol-5-yl]-6-chloro-4-phenyl-1H-quinolin-2-one